CC1=CC=C(C=C1)CCC1=CC(=C(C(=C1)OC)OC)OC 1-(4-methylphenyl)-2-(3,4,5-trimethoxyphenyl)ethane